C(C1=CC=CC=C1)N1C(C2=C(C=C1)CCN2C([C@H](C2CCCCC2)NC([C@H](C)NC)=O)=O)=O (S)-N-((S)-2-(6-benzyl-7-oxo-2,3,6,7-tetrahydro-1H-pyrrolo[2,3-c]pyridin-1-yl)-1-cyclohexyl-2-oxoethyl)-2-(methylamino)propanamide